C(=O)C=1N=CN(C1)C1=NC=C(C(=N1)C)C#N 2-(4-formyl-1H-imidazol-1-yl)-4-methylpyrimidine-5-carbonitrile